ClC1=C(C=CC=C1)C=CC(=O)C1=CC=C(C=C1)OCC(=O)N1CCN(CC1)S(=O)(=O)C1=CC=C(C=C1)Cl 3-(2-chlorophenyl)-1-(4-(2-(4-((4-chlorophenyl)sulfonyl)piperazin-1-yl)-2-oxoethoxy)phenyl)prop-2-en-1-one